Acrylic acid isostearyl ester C(CCCCCCCCCCCCCCC(C)C)OC(C=C)=O